[Cu].FC=1C(=C(C(=C2C(=C(C(=C(C12)F)[B-](C1=C(C2=C(C(=C(C(=C2C(=C1F)F)F)F)F)F)F)(C1=C(C2=C(C(=C(C(=C2C(=C1F)F)F)F)F)F)F)C1=C(C2=C(C(=C(C(=C2C(=C1F)F)F)F)F)F)F)F)F)F)F)F.C[NH+](C1=CC=C(C=C1)OCCCCCCCCCC)CCCCCCCCCC N-methyl-N-decyl-4-(decyloxy)anilinium tetrakis(heptafluoronaphthalen-2-yl)borate copper